ClC=1C=NN2C1C(NC1=CC(=CC=C21)CN2CC(C(=CC2)C=2C=NC(=CC2)C(=O)NC)F)=O 1'-((3-chloro-4-oxo-4,5-dihydropyrazolo[1,5-a]quinoxalin-7-yl)methyl)-3'-fluoro-N-methyl-1',2',3',6'-tetrahydro-[3,4'-bipyridine]-6-carboxamide